C(C)(C)(C)N1N=CC(=C1)C(=O)NCC1=NC(=NO1)C=1N=C2N(C=CN=C2N[C@H]2[C@H](CN(CC2)C)F)C1CC(F)(F)F 1-(tert-butyl)-N-((3-(8-(((3S,4R)-3-fluoro-1-methylpiperidin-4-yl)amino)-3-(2,2,2-trifluoroethyl)imidazo[1,2-a]pyrazin-2-yl)-1,2,4-oxadiazol-5-yl)methyl)-1H-pyrazole-4-carboxamide